C1CC12CN(CC2)CC2=C(N=C(N2)C(=O)OC)C(F)(F)F methyl 5-(5-azaspiro[2.4]heptan-5-ylmethyl)-4-(trifluoromethyl)-1H-imidazole-2-carboxylate